N,N-diethyl-4,8-dioxo-4,8-dihydrothieno[2',3':4,5]benzo[1,2-c][1,2,5]thiadiazole-6-carboxamide C(C)N(C(=O)C1=CC2=C(C(C=3C(=NSN3)C2=O)=O)S1)CC